C1=NC=C(C2=CC=CC=C12)N1C(NC2=CC=C(C=C2C1=O)[C@H](C(F)(F)F)C)=O 3-((R)-isoquinolin-4-yl)-6-((R)-1,1,1-trifluoropropan-2-yl)quinazoline-2,4(1H,3H)-dione